C(#N)C1=CC(=C(C=C1)C1=CC(=CC=C1)F)NS(=O)(=O)C=1C=C(C(=O)OC)C=CC1CC methyl 3-(N-(4-cyano-3'-fluoro-[1,1'-biphenyl]-2-yl)sulfamoyl)-4-ethylbenzoate